ClC=1N=C(C2=C(N1)CCN(C2)C(=O)OC(C)(C)C)OC=2N=CC=1CCC3=C(C1C2F)NC2=C3C(NCC2C)=O tert-butyl 2-chloro-4-((1-fluoro-10-methyl-7-oxo-6,7,8,9,10,11-hexahydro-5H-pyrido[3',4':4,5]pyrrolo[2,3-f]isoquinolin-2-yl)oxy)-7,8-dihydropyrido[4,3-d]pyrimidine-6(5H)-carboxylate